O=C1NC(CCC1N1C(C2=CC=C(C=C2C1)N1CCN(CC1)CCCN1CCN(CC1)C1=CC=C(C=C1)\C(=C(/CC)\C1=CC=CC=C1)\C1=CC=C(C=C1)B(O)O)=O)=O (E)-(4-(1-(4-(4-(3-(4-(2-(2,6-dioxopiperidin-3-yl)-1-oxoisoindolin-5-yl)piperazin-1-yl)propyl)piperazin-1-yl)phenyl)-2-phenylbut-1-en-1-yl)phenyl)boronic acid